chloro-N-cyclopropyl-[2,4'-bipyridine] ClC1=C(N(CC=C1)C1CC1)C1=CC=NC=C1